6-Hydroxy-docosanoic acid OC(CCCCC(=O)O)CCCCCCCCCCCCCCCC